4-[(1S)-1-[[(3R)-4-[[5-(2-methyl-4-sulfamoyl-phenyl)-3-pyridyl]methyl]morpholine-3-carbonyl]amino]ethyl]benzoic acid CC1=C(C=CC(=C1)S(N)(=O)=O)C=1C=C(C=NC1)CN1[C@H](COCC1)C(=O)N[C@@H](C)C1=CC=C(C(=O)O)C=C1